N1=C(C=CC=C1)N.[Hf] Hafnium pyridinamine